COC(=O)C1C2(C(C2CN1)(C)C)C(C)(F)F 1-(1,1-difluoroethyl)-6,6-dimethyl-3-azabicyclo[3.1.0]Hexane-2-carboxylic acid methyl ester